yttrium tris(2-methoxyethyl)butoxide COCCC(CCC[O-])(CCOC)CCOC.[Y+3].COCCC(CCC[O-])(CCOC)CCOC.COCCC(CCC[O-])(CCOC)CCOC